(3aS,4S,6R,6aR)-6-(3-bromophenyl)-2,2-dimethyl-tetrahydro-3aH-cyclopenta[d][1,3]dioxol-4-ol BrC=1C=C(C=CC1)[C@H]1C[C@@H]([C@H]2[C@@H]1OC(O2)(C)C)O